CN1C(CN(CC1)CC1=CC=C(C=C1)NC(OCC1=CC=C(C=C1)OC)=O)=O 4-methoxybenzyl (4-((4-methyl-3-oxopiperazin-1-yl)methyl)phenyl)carbamate